C(C=C)C(C(=O)[O-])C(=O)[O-].[Li+].[Li+] lithium allylmalonate